(R)-N-(3-(1-((2-amino-5-(4-hydroxy-3-methoxyphenyl)pyridin-3-yl)oxy)ethyl)phenyl)-3-(dimethylamino)benzamide NC1=NC=C(C=C1O[C@H](C)C=1C=C(C=CC1)NC(C1=CC(=CC=C1)N(C)C)=O)C1=CC(=C(C=C1)O)OC